(((3s,5s)-6,6-difluoro-1-oxaspiro[2.5]oct-5-yl)methyl)-1H-benzo[d]imidazole-6-carbonitrile FC1([C@@H](C[C@]2(CO2)CC1)CN1C=NC2=C1C=C(C=C2)C#N)F